CP(=O)(C)C1=C(C=CC=C1)NC1=NC(=NC=C1C(F)(F)F)N[C@@H]1CNCCC1 N4-[2-(dimethylphosphoryl)phenyl]-N2-[(3S)-piperidin-3-yl]-5-(trifluoromethyl)pyrimidine-2,4-diamine